N,N-bis(methyl-d3)ethan-1-amine-1,1-d2 C(N(C(C)([2H])[2H])C([2H])([2H])[2H])([2H])([2H])[2H]